2-(4,5-dimethylthiophen-2-yl)-4,4,5,5-tetramethyl-1,3,2-dioxaborolane CC=1C=C(SC1C)B1OC(C(O1)(C)C)(C)C